NC1=C2C(=NC=N1)N(N=C2C2=CC=C(C=C2)OC2=CC=CC=C2)C2CCN(CC2)CCOCCOCCSC2=C1CN(C(C1=CC=C2)=O)C2C(NC(CC2)=O)=O 3-(4-((2-(2-(2-(4-(4-amino-3-(4-phenoxyphenyl)-1H-pyrazolo[3,4-d]pyrimidine-1-yl)piperidin-1-yl)ethoxy)ethoxy)ethyl)thio)-1-oxoisoindoline-2-yl)piperidine-2,6-dione